The molecule is 1,3-Thiazole substituted at C-2, -4 and -5 with carboxy, methyl and 2-(phosphonooxy)ethyl groups respectively. It is a member of 1,3-thiazoles and a monoalkyl phosphate. It is a conjugate acid of a 2-(2-carboxy-4-methylthiazol-5-yl)ethyl phosphate(3-). CC1=C(SC(=N1)C(=O)O)CCOP(=O)(O)O